FC=1C=2N(C3=C(C1)C(CC3(C)C)C#N)N=C(C2)C 4-fluoro-2,8,8-trimethyl-7,8-dihydro-6H-cyclopenta[e]pyrazolo[1,5-a]pyridine-6-carbonitrile